4-chloro-N-(4,4-difluorocyclohexyl)-6-(4-methylthiazol-2-yl)pyrimidin-2-amine ClC1=NC(=NC(=C1)C=1SC=C(N1)C)NC1CCC(CC1)(F)F